C(C)C=1C=C(C=CC1C1=CC=C2C(=NNC2=C1F)C=1NC=C(N1)C=1CCN(CC1)C(CO)C)O 3-ethyl-4-(7-fluoro-3-(4-(1-(1-hydroxypropan-2-yl)-1,2,3,6-tetrahydropyridin-4-yl)-1H-imidazol-2-yl)-1H-indazol-6-yl)phenol